FC1=C(C(=O)N)C=C(C(=C1)C)C=1C=C(C=2N(C1)C(=C(N2)C)F)N2CCOCC2 2-fluoro-5-[3-fluoro-2-methyl-8-(morpholin-4-yl)imidazo[1,2-a]pyridin-6-yl]-4-methylbenzamide